2,3-dihydroxyoctyl-trimethyl-ammonium chloride [Cl-].OC(C[N+](C)(C)C)C(CCCCC)O